CC(C(OCC=C)=O)(C)OC(C1=C(C=CC(=C1)N1C(N(C(=CC1=O)C(F)(F)F)C)=O)Cl)=O 1,1-dimethyl-2-oxo-2-(2-propenyloxy)ethyl-2-chloro-5-[3,6-dihydro-3-methyl-2,6-dioxo-4-(trifluoromethyl)-1(2H)-pyrimidinyl]benzoate